N-((2-(aminomethyl)morpholino)sulfonyl)-4-(cyclopentylmethoxy)-5-cyclopropyl-2-fluorobenzamide NCC1OCCN(C1)S(=O)(=O)NC(C1=C(C=C(C(=C1)C1CC1)OCC1CCCC1)F)=O